CN1OC[C@]2([C@@H](O1)C1=CC(=CC=C1C2)C)C (2R,4aS,9bS)-2,4a,8-trimethyl-4,4a,5,9b-tetrahydroindeno[1,2-d][1,3]dioxazine